tert-butyl 2-methyl-5-(4,4,5,5-tetramethyl-1,3,2-dioxaborolan-2-yl)-2,3,4,7-tetrahydroazepine-1-carboxylate CC1N(CC=C(CC1)B1OC(C(O1)(C)C)(C)C)C(=O)OC(C)(C)C